(S)-3-amino-N-(2-(4-((3-(1-(cyanomethyl)-3-(trifluoromethyl)-1H-pyrazol-4-yl)imidazo[1,2-a]pyrazin-8-yl)amino)-2-ethylbenzamido)ethyl)pyrrolidine-1-carboxamide formate C(=O)O.N[C@@H]1CN(CC1)C(=O)NCCNC(C1=C(C=C(C=C1)NC=1C=2N(C=CN1)C(=CN2)C=2C(=NN(C2)CC#N)C(F)(F)F)CC)=O